BrC1=CSC=2C1=NC(=CC2)Cl 3-bromo-5-chloro-thieno[3,2-b]pyridine